C(=O)O.CN1N=C2C(=NC(=CC2=C1)NC(=O)N1CCC=2C1=NC=CC2N2C[C@H](NCC2)C)C (R)-N-(2,7-dimethyl-2H-pyrazolo[3,4-c]pyridin-5-yl)-4-(3-methylpiperazin-1-yl)-2,3-dihydro-1H-pyrrolo[2,3-b]pyridine-1-carboxamide formate